NC1=C2C(=NC=N1)N(N=C2C2=CC=C(C=C2)OC2=CC=CC=C2)C2CCN(CC2)C2CN(C2)C(=O)[O-] 3-[4-[4-amino-3-(4-phenoxyphenyl)pyrazolo[3,4-d]pyrimidin-1-yl]-1-piperidyl]azetidine-1-carboxylate